(4E)-4-[3-(3-chlorophenyl)prop-2-yn-1-ylidene]-1-[(1-ethyl-3,5-dimethyl-1H-pyrazol-4-yl)sulfonyl]-3,3-dimethylpiperidine ClC=1C=C(C=CC1)C#C\C=C/1\C(CN(CC1)S(=O)(=O)C=1C(=NN(C1C)CC)C)(C)C